ClC1=C2CCN(C2=CC(=C1)N1CCCC1)C(=O)N1CC(CCC1)CCC(=O)O 3-(1-(4-chloro-6-(pyrrolidin-1-yl)indoline-1-carbonyl)piperidin-3-yl)propanoic acid